C12(CC(C1)C2)NC(=O)C2=C(C=NC(=C2)OC)NC(=O)C2=C(C=CC=1N=C(SC12)N1C2COCC1C2)OC N-(4-(Bicyclo[1.1.1]pentan-1-ylcarbamoyl)-6-methoxypyridin-3-yl)-2-(3-oxa-6-azabicyclo[3.1.1]heptan-6-yl)-6-methoxybenzo[d]thiazole-7-carboxamide